FC(COC1=C(C=CC=C1)C=1C(C(=CN(N1)CC(C)(C)O)C(=O)NC1=CC=C(C=C1)F)=O)F 6-[2-(2,2-difluoroethoxy)phenyl]-N-(4-fluorophenyl)-2-(2-hydroxy-2-methylpropyl)-5-oxo-2,5-dihydropyridazine-4-carboxamide